(S)-3-(4-(((R)-4-(5-Chloro-6-((tetrahydro-2H-pyran-4-yl)oxy)pyridin-3-yl)-7-fluoro-2,3-dihydro-1H-inden-1-yl)oxy)phenyl)hex-4-ynoate ClC=1C=C(C=NC1OC1CCOCC1)C1=C2CC[C@H](C2=C(C=C1)F)OC1=CC=C(C=C1)[C@H](CC(=O)[O-])C#CC